NC=1C=C(C=CC1F)C(CCC1CC1)O 1-(3-amino-4-fluorophenyl)-3-cyclopropylpropan-1-ol